2-isopropyl-1,3-benzoxazol-5-amine C(C)(C)C=1OC2=C(N1)C=C(C=C2)N